1-cyano-4-(dimethylamino)pyridine tetrafluoroborate F[B-](F)(F)F.C(#N)N1CC=C(C=C1)N(C)C